C(C)(C)OC(=O)N1C(C(CCC1)NS(=O)(=O)C)CN1N=C(C=C1)C1=CC=CC=C1 3-((methylsulfonyl)amino)-2-((3-phenyl-1H-pyrazol-1-yl)methyl)piperidine-1-carboxylic acid isopropyl ester